2,4,6-tri-tert-butylphenyl-antimonol C(C)(C)(C)C1=C(C(=CC(=C1)C(C)(C)C)C(C)(C)C)C=1[SbH]C=CC1